5-methyl-N-(pyridin-4-ylmethyl)pyridazine-3-carboxamide CC=1C=C(N=NC1)C(=O)NCC1=CC=NC=C1